(1R,3S,5R)-2-(2-(3-acetyl-7-methyl-5-(2-methylpyrimidin-5-yl)-1H-pyrazolo[3,4-c]pyridin-1-yl)acetyl)-N-(6-bromopyridin-2-yl)-5-methyl-2-azabicyclo[3.1.0]hexane-3-carboxamide C(C)(=O)C1=NN(C2=C(N=C(C=C21)C=2C=NC(=NC2)C)C)CC(=O)N2[C@@H]1C[C@@]1(C[C@H]2C(=O)NC2=NC(=CC=C2)Br)C